N-(6-chloropyridin-3-yl)-6-((1-fluorocyclobutyl)methoxy)isoquinolin-1-amine ClC1=CC=C(C=N1)NC1=NC=CC2=CC(=CC=C12)OCC1(CCC1)F